CNC(OC1CCC(CC1)C(N(CC12CCC(CC1)(CC2)C=2C=NC(=CC2)N(C)C)C2=CC(=CC=C2)C=2N=C(OC2)C2CC2)=O)=O 4-((3-(2-Cyclopropyloxazol-4-yl)phenyl) ((4-(6-(dimethylamino)pyridin-3-yl) bicyclo[2.2.2]octan-1-yl)methyl) carbamoyl)cyclohexyl trans-methylcarbamate